ClC1=CC(=C(C=C1)C1CCN(CC1)C1=C(CSC2=C(C=CC=C2)S(=O)(=O)N(C)C)C=CC=C1)F ((2-(4-(4-chloro-2-fluorophenyl)piperidin-1-yl)benzyl)thio)-N,N-dimethylbenzenesulfonamide